Ethyl (1R,2R)-2-(4-formylphenoxy)cyclopropane-1-carboxylate C(=O)C1=CC=C(O[C@H]2[C@@H](C2)C(=O)OCC)C=C1